(S)-8-(2-methyl-6-((R)-2,2,2-trifluoro-1-(3'-fluoro-3-(3-methyl-1H-pyrazol-1-yl)-[1,1'-biphenyl]-4-yl)ethoxy)pyrimidin-4-yl)-2,8-diazaspiro[4.5]decane-3-carboxylic acid CC1=NC(=CC(=N1)N1CCC2(C[C@H](NC2)C(=O)O)CC1)O[C@@H](C(F)(F)F)C1=C(C=C(C=C1)C1=CC(=CC=C1)F)N1N=C(C=C1)C